BrC1=NC=CC(=C1)C1C(CCCC1)=O 2-(2-bromopyridin-4-yl)-1-cyclohexanone